[N+](=O)([O-])C1=CC(=CC=C1)C=CC(F)(F)F 1-nitro-3-trifluoropropenyl-benzene